C(C)(C)(C)OC(NC1CCC(CC1)CN1CCN(CC1)C1=C(C=C(C=C1)[N+](=O)[O-])F)=O.ClC1=C2C(=NC(=C1)C1=C(C=CC=C1)S(=O)(=O)C)N(C=N2)COCC[Si](C)(C)C 2-[[7-chloro-5-(2-methylsulfonylphenyl)imidazo[4,5-b]pyridin-3-yl]methoxy]ethyl-trimethylsilane Tert-butyl-N-[4-[[4-(2-fluoro-4-nitro-phenyl)piperazin-1-yl]methyl]cyclohexyl]carbamate